C(CCC)[C@@H]1[C@H]([C@@H](OC([C@H]([C@H](OC1=O)C)NC(C1=C(C(=CC=C1)NC=O)OC)=O)=O)C)OC(CC(C)C)=O (2R,3S,6S,7R,8R)-8-butyl-3-(3-formamido-2-methoxybenzamido)-2,6-dimethyl-4,9-dioxo-1,5-dioxonan-7-yl-3-methylbutanoate